6-(((tert-butyldiphenylsilyl)oxy)methyl)dec-3,8-diyn-1-ol [Si](C1=CC=CC=C1)(C1=CC=CC=C1)(C(C)(C)C)OCC(CC#CCCO)CC#CC